COC1=C(C=C(C=C1OC)C1=COC2=CC(=C(C(=C2C1=O)O)OC)O)[O-] 2,3-dimethoxy-5-(5,7-dihydroxy-6-methoxy-4-oxo-4H-chromen-3-yl)phenolate